2-(3-chlorophenylethynyl)acetophenone ClC=1C=C(C=CC1)C#CCC(=O)C1=CC=CC=C1